O1C(COC2=NC=CC=C21)COC2=NC(N1C(C3=CC=C(C=C3CC1)CN1CCOCC1)=C2)=O 2-(2,3-Dihydro-[1,4]dioxino[2,3-b]pyridin-2-ylmethoxy)-9-morpholin-4-ylmethyl-6,7-dihydro-pyrimido[6,1-a]isoquinolin-4-one